(R)-N-(3-methoxy-5-(trifluoromethoxy)phenyl)pyrrolidin-3-amine COC=1C=C(C=C(C1)OC(F)(F)F)N[C@H]1CNCC1